NC1=NC=NN2C1=CC=C2[C@H]2[C@@H]([C@@H]([C@@](O2)(CF)COP(=O)(OC2=CC=CC=C2)N[C@@H](C)C(=O)OCC(C)(C)O)O)O 2-hydroxy-2-methylpropyl ((((2R,3S,4R,5S)-5-(4-aminopyrrolo[2,1-f][1,2,4]triazin-7-yl)-2-(fluoromethyl)-3,4-dihydroxytetrahydrofuran-2-yl)methoxy)(phenoxy)phosphoryl)-L-alaninate